C(C)(C)(C)OC(=O)N1[C@H](C[C@H](C1)C)C(=O)O (2R,4R)-1-(tert-butoxycarbonyl)-4-methylpyrrolidine-2-carboxylic acid